FC1=CC=C(C=C1)[C@@H]1CN(C[C@H]1NC(NC1=CC(=CC(=C1)C(F)(F)F)C)=O)C(=O)OC(C)(C)C tert-butyl (3R,4S)-3-(4-fluorophenyl)-4-({[3-methyl-5-(trifluoromethyl)phenyl]carbamoyl}amino)pyrrolidine-1-carboxylate